[3-(difluoromethoxy)-2-[[2-methyl-4-(1-methylpyrazol-3-yl)phenoxy]methyl]phenyl]-4-methyl-tetrazol-5-one FC(OC=1C(=C(C=CC1)N1N=NN(C1=O)C)COC1=C(C=C(C=C1)C1=NN(C=C1)C)C)F